((1-((6-bromohexyl)oxy)decyl)oxy)(hexyl)dimethylsilane BrCCCCCCOC(CCCCCCCCC)O[Si](C)(C)CCCCCC